COC(=O)C1=C(C=NC=C1)NC[C@@H]1CCCC2=CC(=CC=C12)SC1=CC=C(C=C1)F 3-({[(1R)-6-[(4-fluorophenyl)thio]-1,2,3,4-tetrahydronaphthalen-1-yl]methyl}amino)pyridine-4-carboxylic acid methyl ester